N-(1-Isopropyl-1H-1,2,3-triazol-4-yl)-5-methyl-2-(1-methyl-1H-imidazol-2-yl)-6-(1-methyl-1H-pyrazol-3-yl)pyrrolo[2,1-f][1,2,4]triazin-4-amine C(C)(C)N1N=NC(=C1)NC1=NC(=NN2C1=C(C(=C2)C2=NN(C=C2)C)C)C=2N(C=CN2)C